methyl (1R,2S,5S)-3-[(2S)-4-hydroxy-3,3-dimethyl-2-[[(3R)-tetrahydrofuran-3-carbonyl]amino]butanoyl]-6,6-dimethyl-3-azabicyclo[3.1.0]hexane-2-carboxylate OCC([C@@H](C(=O)N1[C@@H]([C@H]2C([C@H]2C1)(C)C)C(=O)OC)NC(=O)[C@H]1COCC1)(C)C